BrC1=C(C=C(N)C=C1C(F)(F)F)Cl 4-bromo-3-chloro-5-(trifluoromethyl)aniline